N1C(=NC2=C1C=CC=C2)C2=CC(=NN2C)NC(C2=CC(=C(C=C2)OCCO)C(F)(F)F)=O N-[5-(1H-benzimidazol-2-yl)-1-methyl-pyrazol-3-yl]-4-(2-hydroxyethoxy)-3-(trifluoromethyl)benzamide